(4-methyl-piperidin-1-yl)methanone dihydrochloride Cl.Cl.CC1CCN(CC1)C=O